N-formyl-N-[2-oxo-2-(1-oxo-3,4-dihydroisoquinoline-2(1H)-yl)ethyl]cyclohexanecarboxamide C(=O)N(C(=O)C1CCCCC1)CC(N1C(C2=CC=CC=C2CC1)=O)=O